[Si](C1=CC=CC=C1)(C1=CC=CC=C1)(C(C)(C)C)OC[C@H](CS(=O)(=O)N)CC=C (R)-2-(((TERT-BUTYLDIPHENYLSILYL)OXY)METHYL)PENT-4-ENE-1-SULFONAMIDE